COC(=O)[C@H]1NC[C@H](CC1)O (2S,5S)-5-hydroxypiperidine-2-carboxylic acid methyl ester